N-((3aR,6S,7aR)-3a-methyl-6-(prop-1-en-2-yl)-2-sulfidohexahydro-benzo[d][1,3,2]oxathiaphosphol-2-yl)-5H-dibenzo[b,f]azepine-5-carboxamide C[C@]12SP(O[C@@H]1C[C@H](CC2)C(=C)C)(=S)NC(=O)N2C1=C(C=CC3=C2C=CC=C3)C=CC=C1